1-[2-({4-[7-(aminocarbonyl)-2H-indazol-2-yl]phenyl}amino)-2-oxoethyl]-4-methylpiperazin-1-ium trifluoroacetate FC(C(=O)[O-])(F)F.NC(=O)C1=CC=CC2=CN(N=C12)C1=CC=C(C=C1)NC(C[NH+]1CCN(CC1)C)=O